ClC1=NC=C(C=N1)OC(F)F 2-Chloro-5-(difluoromethoxy)pyrimidine